N,N-dimethyl-propyl-amine CN(C)CCC